FC(COC=1C(=NC=CC1)OC1=CC2=C(N=C(S2)C(=O)OCC)C=C1)(F)F Ethyl 6-((3-(2,2,2-trifluoroethoxy)pyridin-2-yl)oxy)benzo[d]thiazole-2-carboxylate